methyl (E)-4-[2-[2-[2-(tert-butoxycarbonylamino) ethoxy]ethoxy]ethyl-methyl-amino]but-2-enoate C(C)(C)(C)OC(=O)NCCOCCOCCN(C/C=C/C(=O)OC)C